((S)-4-(3-carbamoyl-2-(4-phenoxyphenyl)-4,5,6,7-tetrahydropyrazolo[1,5-a]pyrimidin-7-yl)piperidin-1-ium) ((2R,3R)-2,3-bis(benzoyloxy)-succinate) C(C1=CC=CC=C1)(=O)O[C@@H](C(=O)[O-])[C@H](C(=O)[O-])OC(C1=CC=CC=C1)=O.C(N)(=O)C=1C(=NN2C1NCC[C@H]2C2CC[NH2+]CC2)C2=CC=C(C=C2)OC2=CC=CC=C2.C(N)(=O)C=2C(=NN1C2NCC[C@H]1C1CC[NH2+]CC1)C1=CC=C(C=C1)OC1=CC=CC=C1